N-(6-fluoroquinolin-8-yl)-5-((2-methylpropyl)sulfonamido)pyrazine-2-carboxamide FC=1C=C2C=CC=NC2=C(C1)NC(=O)C1=NC=C(N=C1)NS(=O)(=O)CC(C)C